trimethoxysilylpropyl dimethylthiocarbamyl tetrasulfide CN(C(=S)SSSSCCC[Si](OC)(OC)OC)C